(E)-N-t-butoxycarbonyl-L-methionine C(C)(C)(C)OC(=O)N[C@@H](CCSC)C(=O)O